OC(CC(=O)O)(CC(=O)O)C 3-hydroxy-3-methylpentanedioic acid